C1C(CC12CCNCC2)CCC2=CC=CC=1N(C(N(C12)C)=O)C1C(NC(CC1)=O)=O 3-[4-[2-(7-azaspiro[3.5]nonan-2-yl)ethyl]-3-methyl-2-oxo-benzimidazol-1-yl]piperidine-2,6-dione